6-methyl-5-(8-methyl-[1,2,4]triazolo[1,5-a]pyridin-6-yl)-1-((1S,4S)-4-(neopentylamino)cyclohexyl)-1,3-dihydro-2H-benzo[d]imidazol-2-one CC=1C(=CC2=C(N(C(N2)=O)C2CCC(CC2)NCC(C)(C)C)C1)C=1C=C(C=2N(C1)N=CN2)C